3-[(2-chloro-6-fluorophenyl)methyl]-4-[(3,3-difluorocyclopentyl)methyl]-4,5-dihydro-1,2,4-oxadiazol-5-one ClC1=C(C(=CC=C1)F)CC1=NOC(N1CC1CC(CC1)(F)F)=O